ClC1=CC=C2C(=NC(N(C2=C1)C1C(C1)C#N)=O)NC 2-(7-chloro-4-(methylamino)-2-oxoquinazolin-1(2H)-yl)-cyclopropane-1-carbonitrile